C(C1=CC=CC=C1)N(C(NCC1=C(N=NN1C)C1=CC=C(C(=N1)CC)O[C@@H]1C[C@H](CCC1)C(=O)O)=O)C (1S,3S)-3-((6-(5-((3-benzyl-3-methylureido)methyl)-1-methyl-1H-1,2,3-triazol-4-yl)-2-ethyl-pyridin-3-yl)oxy)cyclohexane-1-carboxylic acid